C(#N)C1=C(OC=2C(=C3C(N(C=NC3=CC2)[C@H]2COC3(C2)CCN(CC3)C(=O)OC(C)(C)C)=O)F)C(=CC=C1NS(N(C)CC)(=O)=O)F tert-butyl (R)-3-(6-(2-cyano-3-((N-ethyl-N-methylsulfamoyl)amino)-6-fluorophenoxy)-5-fluoro-4-oxoquinazolin-3(4H)-yl)-1-oxa-8-azaspiro[4.5]decane-8-carboxylate